(E)-N'-(6,8-diiodo-2-methylquinolin-5-yl)-N,N-dimethylmethaneimidamide IC=1C(=C2C=CC(=NC2=C(C1)I)C)/N=C/N(C)C